OC(C(=O)N)C1=CC=NC=C1 2-hydroxy-2-(pyridin-4-yl)acetamide